2,4,6-tribromo-1,3,5-trimethylbenzene BrC1=C(C(=C(C(=C1C)Br)C)Br)C